8-Iodo-Guanine IC1=NC=2N=C(NC(C2N1)=O)N